methyl 4-ethylpicolinate C(C)C1=CC(=NC=C1)C(=O)OC